C1(CC1)COC1=C2CCCC(C2=CC=C1)CNC1=NC=CC(=C1)C(=O)O {[(5-(cyclopropylmethoxy)-1,2,3,4-tetrahydronaphthalen-1-yl)methyl]amino}pyridine-4-carboxylic acid